3,3',5,5'-tetrabromo-2,2'-bifuran BrC1=C(OC(=C1)Br)C=1OC(=CC1Br)Br